C(#N)C1=C(C=CC(=C1)C(=O)C1=CC=C2C(=CC=CN12)C1=CC2=C(N(C(=N2)C)C)C=C1C(F)(F)F)NC(\C=C\CNC1CCC(CC1)OC)=O (E)-N-(2-cyano-4-(8-(1,2-dimethyl-6-(trifluoromethyl)-1H-benzo[d]imidazol-5-yl)indolizine-3-carbonyl)phenyl)-4-(((1r,4r)-4-methoxycyclohexyl)amino)but-2-enamide